COCOCC1=NC=C(C=N1)B(O)O [2-(Methoxymethoxymethyl)pyrimidin-5-yl]boronic acid